C(=O)O.C(C)(=O)NCCC[C@H](C(C)C)N1CC2(C1)CN(CC2)C=2N=CN=NC2OC2=C(C(=O)N(C(C)C)CC)C=C(C=C2)F (R)-2-((5-(2-(6-acetamido-2-methylhex-3-yl)-2,6-diazaspiro[3.4]oct-6-yl)-1,2,4-triazin-6-yl)oxy)-N-ethyl-5-fluoro-N-isopropylbenzamide formate